C1=CC=CC=2C3=CC=CC=C3C(C12)COC(=O)NC1(CCC(CC1)(F)F)C(=O)O 1-(9H-fluoren-9-ylmethoxy-carbonylamino)-4,4-difluoro-cyclohexane-carboxylic acid